C(C)(C)(C)COC(=O)NC(=O)O iminodicarboxylic acid (t-butylmethyl) ester